FC=1C=C(C=C(C(=O)N)C1)C(F)(F)F 5-Fluoro-3-(trifluoromethyl)benzamide